4-Methoxy-5-(2,2,2-trifluoro-1-hydroxyethyl)pyrazolo[1,5-c]pyrimidine-3-carboxylic acid COC=1C=2N(C=NC1C(C(F)(F)F)O)N=CC2C(=O)O